N-cyclopropyl-N-(6-ethoxy-2,3-difluorobenzyl)-4-fluoro-2-methoxy-5-nitroaniline C1(CC1)N(C1=C(C=C(C(=C1)[N+](=O)[O-])F)OC)CC1=C(C(=CC=C1OCC)F)F